NCC(CN1N=CN(C1=O)C1=CC(=C(C=C1)C=1C=C2CCC(NC2=C(C1)C)=O)F)=C(F)F 6-[4-[1-[2-(aminomethyl)-3,3-difluoro-allyl]-5-oxo-1,2,4-triazol-4-yl]-2-fluoro-phenyl]-8-methyl-3,4-dihydro-1H-quinolin-2-one